(S)-N-(4-(3-(2,6-diethylpyridin-4-yl)phenyl)thiazol-2-yl)-1-(1,1-dioxido-2,3-dihydro-5H-benzo[e][1,4]oxathiepine-8-carbonyl)azetidine-2-carboxamide C(C)C1=NC(=CC(=C1)C=1C=C(C=CC1)C=1N=C(SC1)NC(=O)[C@H]1N(CC1)C(=O)C=1C=CC2=C(S(CCOC2)(=O)=O)C1)CC